2,4-Dimethoxy-6-phenyl-1,3,5-triazin COC1=NC(=NC(=N1)OC)C1=CC=CC=C1